C(=C)C1(OC2(C(CC1)C1(CCCC(C1CC2)(C)C)C)C)C 3-vinyldodecahydro-3,4A,7,7,10A-pentamethyl-1H-naphthopyran